3-[(2,4-difluorophenyl)sulfanyl]-N-hydroxypyridazine-4-carboximidamide FC1=C(C=CC(=C1)F)SC=1N=NC=CC1C(NO)=N